ClC=1C=NC=C(C(=O)NC2=CC=C(C=C2)[C@@H]2CNCCO2)C1 |r| (RS)-5-chloro-N-(4-(morpholin-2-yl)phenyl)nicotinamide